4-(2-fluoro-3-methoxyphenyl)-3-(1-methyl-1H-pyrazol-3-yl)-1H-pyrrole-2-carboxylic acid ethyl ester C(C)OC(=O)C=1NC=C(C1C1=NN(C=C1)C)C1=C(C(=CC=C1)OC)F